N1C=CC2=CC(=CC=C12)C#N indole-5-carbonitrile